COC=1C(=CC=2C3=C(C=NC2C1)N(C(N3C=3SC=CN3)=O)C)C=3C=NN(C3)C 7-Methoxy-3-methyl-8-(1-methyl-1H-pyrazol-4-yl)-1-thiazol-2-yl-1,3-dihydro-imidazo[4,5-c]quinolin-2-one